perfluorooctanoate ammonium salt [NH4+].FC(C(=O)[O-])(C(C(C(C(C(C(F)(F)F)(F)F)(F)F)(F)F)(F)F)(F)F)F